N[C@H](CCP(O)(O)=O)C(=O)NC1=CC(=CC=C1)CCCCCC [(3R)-3-amino-4-[(3-hexylphenyl)amino]-4-oxobutyl]-phosphonic acid